OI1(OC(C2=C1C=CC=C2)=O)=O 1-Hydroxy-1,2-benziodoxol-3(1H)-one 1-oxide